1-(1H-pyrazol-4-yl)-6,7,8,9-tetrahydro-5H-benzo[7]annulen N1N=CC(=C1)C1=CC=CC2=C1CCCCC2